5-{2-amino-[1,2,4]triazolo[1,5-a]pyridin-7-yl}-N-{1-[2-fluoro-5-(trifluoro-methoxy)phenyl]ethyl}-2-methylpyridine-3-carboxamide NC1=NN2C(C=C(C=C2)C=2C=C(C(=NC2)C)C(=O)NC(C)C2=C(C=CC(=C2)OC(F)(F)F)F)=N1